5-(3-ethoxy-4-pyridinyl)-1-isopropyl-3-methyl-N-[(1-methyl-1,2,4-triazol-3-yl)methyl]pyrazolo[4,3-b]pyridin-7-amine C(C)OC=1C=NC=CC1C1=CC(=C2C(=N1)C(=NN2C(C)C)C)NCC2=NN(C=N2)C